NC1=NC=2C=C(C(=CC2C2=C1COC2)C(=O)N(CC2=CC=C(C=C2)S(F)(F)(F)(F)F)C)F 4-amino-7-fluoro-N-methyl-N-(4-(pentafluoro-lambda~6~-sulfanyl)benzyl)-1,3-dihydrofuro[3,4-c]quinoline-8-carboxamide